BrC=C(C1=CC=C(C=C1)F)N1C=NC2=C1C=CC=C2 1-(2-bromo-1-(4-fluorophenyl)vinyl)benzimidazole